4-(1-Cyclopropyl-1H-indol-3-yl)-N-(2-methoxy-4-((4aR,7aR)-1-methyloctahydro-6H-pyrrolo[3,4-b]pyridin-6-yl)-5-nitrophenyl)-5-(oxazol-2-yl)pyrimidin-2-amine C1(CC1)N1C=C(C2=CC=CC=C12)C1=NC(=NC=C1C=1OC=CN1)NC1=C(C=C(C(=C1)[N+](=O)[O-])N1C[C@@H]2N(CCC[C@@H]2C1)C)OC